N1N=NN=C1C1=C(C=CC=C1)C1=CC2=C(OCC(C[C@@H]2C2=CC=CC=C2)(F)F)C(=C1)N |r| (+/-)-7-(2-(1H-tetrazol-5-yl)phenyl)-3,3-difluoro-5-phenyl-2,3,4,5-tetrahydrobenzo[b]oxepin-9-amine